ClC=1C=CC(=C(CN(C(=O)C2=NC3=CC=CC=C3C=C2)C2CC3=CC=C(C=C3C2)S(=O)(=O)NCCC)C1)OCCOC N-(5-chloro-2-(2-methoxyethoxy)benzyl)-N-(5-(N-propylaminosulfonyl)-2,3-dihydro-1H-inden-2-yl)quinoline-2-carboxamide